3-(1-methylcyclopropyl)isoxazole-4-carboxylic acid ethyl ester C(C)OC(=O)C=1C(=NOC1)C1(CC1)C